N-(8-cyano-1,2,3,4-tetrahydro-1,4-methanonaphthalen-5-yl)-2-(4-((1-(2-(2,6-dioxopiperidin-3-yl)-1,3-dioxoisoindoline-5-yl)azetidin-3-yl)ethynyl)-1H-pyrazole-1-yl)-2-methylpropanamide C(#N)C=1C=CC(=C2C3CCC(C12)C3)NC(C(C)(C)N3N=CC(=C3)C#CC3CN(C3)C=3C=C1C(N(C(C1=CC3)=O)C3C(NC(CC3)=O)=O)=O)=O